N-ethyl-N-isopropyl-2-amino-propan C(C)N(C(C)C)C(C)C